F[C@H]1CN(CC1)C(=O)NC1=CC(=C(C=C1)F)N1N=C2N=CC(=CC2=C1)CC(C)C (3R)-3-fluoro-N-{4-fluoro-3-[5-(2-methylpropyl)-2H-pyrazolo[3,4-b]pyridin-2-yl]phenyl}pyrrolidine-1-carboxamide